2-Ethyl-butanol tert-butyl-N-[[4-[6-(4-benzyloxy-3,3-difluoro-butyl)pyrrolo[2,1-f][1,2,4]triazin-4-yl]-2-fluoro-phenyl]methyl]carbamate C(C)(C)(C)N(C(=O)OCC(CC)CC)CC1=C(C=C(C=C1)C1=NC=NN2C1=CC(=C2)CCC(COCC2=CC=CC=C2)(F)F)F